4H-indeno[1,2-b]Thiophene S1C2=C(C=C1)CC1=CC=CC=C12